(E)-2-(4-methylthiobenzylidene)-2,3-dihydropyrrolizine-1-one CSC1=CC=C(\C=C/2\C(C3=CC=CN3C2)=O)C=C1